(2S)-2-amino-3-{4-[(dihydroxyboranyl)methoxy]-3-fluorophenyl}propanoic acid N[C@H](C(=O)O)CC1=CC(=C(C=C1)OCB(O)O)F